(R)-N,N-BIS(4-METHOXYBENZYL)-1-OXOHEX-5-ENE-2-SULFONAMIDE COC1=CC=C(CN(S(=O)(=O)[C@@H](C=O)CCC=C)CC2=CC=C(C=C2)OC)C=C1